FC=1C=2CCC2C(=C2CCC12)NC(=O)N=S(=O)(N)C=1C=NN2C1OC(C2)(C)C N'-((7-fluorotricyclo[6.2.0.03,6]deca-1,3(6),7-trien-2-yl)carbamoyl)-2,2-dimethyl-2,3-dihydropyrazolo[5,1-b]oxazole-7-sulfonimidamide